naphthionate S(=O)(C1=CC=C(N)C2=CC=CC=C12)(=O)[O-]